5-(2,3,4,5-tetrahydrobenzo[b]azepin-1-yl)-[1,2,4]triazolo[4,3-a]quinazoline N1(C2=C(CCCC1)C=CC=C2)C2=NC=1N(C3=CC=CC=C23)C=NN1